2,2-dimethyl-1-oxa-4-thia-silacyclohexan-5-one C[Si]1(OCC(SC1)=O)C